COC(=O)C12C(CC(CC1)CC2)C2=NOC(=N2)C (5-methyl-1,2,4-oxadiazol-3-yl)bicyclo[2.2.2]octane-1-carboxylic acid methyl ester